CNC1=CC=C(C=C1)NC dimethyl-1,4-phenylenediamine